tert-butyl-aluminum hypophosphite [PH2](=O)[O-].C(C)(C)(C)[Al+2].[PH2](=O)[O-]